[Sb].[Sn].[Zn] zinc-tin-antimony